COC1=CC(=C(C=C1)NC1=C(C(=O)O)C=C(C=C1)C(F)(F)F)C 2-((4-methoxy-2-methylphenyl)-amino)-5-(trifluoromethyl)benzoic acid